C(C)OC1=C(C=C(C=C1)C1=CC=C(S1)CC1=C2N=C(C(=NC2=CC=C1)C(=O)N)C1=C(C=CC=C1)F)C ((5-(4-ethoxy-3-methylphenyl)thiophen-2-yl)methyl)-(2-fluorophenyl)quinoxaline-2-carboxamide